N[C@@H]([C@@H](C)OC1CC1)C=1OC2=C(N1)C=C(C=C2)C(COC)N2C(N[C@@H](C2)C(F)(F)F)=O (4S)-1-(1-(2-((1S,2R)-1-amino-2-cyclopropoxypropyl)benzo[d]oxazol-5-yl)-2-methoxyethyl)-4-(trifluoromethyl)-imidazolidin-2-one